P(=O)(OC1=C2C(=CNC2=CC=C1)CCN(C)C)([O-])[O-] [3-[2-(Dimethylamino)ethyl]-1H-indol-4-yl] phosphate